(M)-1-(6-(3,7,7-trimethyl-4-(5-methyl-1H-indazol-4-yl)-7,8-dihydro-5H-pyrano[4,3-b]pyridin-2-yl)-2,6-diazaspiro[3.4]octan-2-yl)-2-propen-1-one CC=1C(=C2C(=NC1N1CC3(CN(C3)C(C=C)=O)CC1)CC(OC2)(C)C)C2=C1C=NNC1=CC=C2C